N[C@H](C(=O)OC(C)(C)C)CC(C)(C)C tert-butyl (2S)-2-amino-4,4-dimethylvalerate